2-amino-4-methyl-5-nitropyridine NC1=NC=C(C(=C1)C)[N+](=O)[O-]